6-chloro-7-hydroxy-1-methylquinazolin-2(1H)-one ClC=1C=C2C=NC(N(C2=CC1O)C)=O